6-(2-methyl-4-(7-methyl-2-(methyl-d3)-2H-indazol-4-yl)benzyl)-6,7-dihydro-5H-pyrrolo[3,4-b]pyridin-5-one-7,7-d2 CC1=C(CN2C(C3=NC=CC=C3C2=O)([2H])[2H])C=CC(=C1)C=1C2=CN(N=C2C(=CC1)C)C([2H])([2H])[2H]